NC1=CC=C(CCNC(OC(C)(C)C)=O)C=C1 tert-Butyl 4-aminophenethylcarbamate